(S)-1-((2-(difluoromethyl)-6-(quinolin-4-yl)pyridin-3-yl)oxy)-2,4-dimethylpentan-2-amine FC(C1=NC(=CC=C1OC[C@](CC(C)C)(N)C)C1=CC=NC2=CC=CC=C12)F